ClC1=C(C=CC=C1C1=NC(=C(C=C1)C=O)OC)C1=C(C(=CC=C1)NC(=O)C=1C(N(C(N(C1)C)=O)C)=O)C N-(2'-chloro-3'-(5-formyl-6-methoxypyridin-2-yl)-2-methyl-[1,1'-biphenyl]-3-yl)-1,3-dimethyl-2,4-dioxo-1,2,3,4-tetrahydropyrimidine-5-carboxamide